(S)-3-(1-(5-(difluoromethoxy)-6-ethoxypyridin-2-yl)-2-(methylsulfonyl)ethyl)-7-methyl-6-(o-methylphenyl)-1H-imidazo[4,5-b]pyridin-2(3H)-one FC(OC=1C=CC(=NC1OCC)[C@@H](CS(=O)(=O)C)N1C(NC=2C1=NC=C(C2C)C2=C(C=CC=C2)C)=O)F